CN(CCNC(=O)C=1C=C(C=NC1)C(CC(=O)O)N1N=CC2=CC(=CC=C12)OCCC1=NC=2NCCCC2C=C1)C 3-(5-((2-(dimethylamino)ethyl)carbamoyl)pyridin-3-yl)-3-(5-(2-(5,6,7,8-tetrahydro-1,8-naphthyridin-2-yl)ethoxy)-1H-indazol-1-yl)propanoic acid